C(C)OC(=O)C1CC(=NN1C1=NC=CC=C1Cl)OS(=O)(=O)C1=CC=CC=C1 ethyl-1-(3-chloro-2-pyridinyl)-4,5-dihydro-3-[(phenylsulfonyl)-oxy]-1H-pyrazole-5-carboxylate